O[C@H]1C(NCC1)=O (R)-3-hydroxypyrrolidin-2-one